ClC1=C(C=C(C=C1)N1N=CN=C1CNC(NCC1=NC=NN1C=1C=NC(=CC1)OC)=O)F 3-{[1-(4-chloro-3-fluorophenyl)-1H-1,2,4-triazol-5-yl]methyl}-1-{[1-(6-methoxypyridin-3-yl)-1H-1,2,4-triazol-5-yl]methyl}urea